FC(C(=O)NC1=NC(=CC=C1)COC1=NC2=C(N1C1=NN=NN1C)C=CC=C2)(OC2=CC=CC=C2)F 2,2-Difluoro-N-[6-[[1-(1-methyltetrazol-5-yl)benzimidazole-2-yl]oxymethyl]-2-pyridyl]-2-phenoxy-acetamide